F[C@@H]1C[C@@]2(CCCN2C1)COC1=NC2=C(C(=CC=C2C(=N1)N1CCN(C2(CC2)C1)C(=O)OC(C)(C)C)Br)F tert-butyl 7-(2-{[(2R,7aS)-2-fluoro-hexahydro-1H-pyrrolizin-7a-yl]methoxy}-7-bromo-8-fluoroquinazolin-4-yl)-4,7-diazaspiro[2.5]octane-4-carboxylate